(7S)-2-(((1-(2-isopropylbenzyl)-1H-pyrazol-4-yl)methyl)amino)-7,8-dimethyl-7,8-dihydropteridin-6(5H)-one C(C)(C)C1=C(CN2N=CC(=C2)CNC2=NC=3N([C@H](C(NC3C=N2)=O)C)C)C=CC=C1